CCCCCCCC/C=C/C=C/C=C/OC(=O)C (3E,8Z,11Z)-Tetradecatrien-1-yl Acetate